(E)-N-(4-((3-chloro-4-fluorophenyl)amino)-7-methoxyquinazolin-6-yl)-4-(4-(3-((2-(2,6-dioxopiperidin-3-yl)-1,3-dioxoisoindolin-4-yl)thio)propanoyl)piperazin-1-yl)but-2-enamide ClC=1C=C(C=CC1F)NC1=NC=NC2=CC(=C(C=C12)NC(\C=C\CN1CCN(CC1)C(CCSC1=C2C(N(C(C2=CC=C1)=O)C1C(NC(CC1)=O)=O)=O)=O)=O)OC